FC(C(=O)O)(F)F.NC1=NN2C(N=CC=C2)=C1C(=O)NC(C)C=1C=C(C2=CN(N=C2C1OCC)CC#N)Cl 2-amino-N-(1-(4-chloro-2-(cyanomethyl)-7-ethoxy-2H-indazol-6-yl)ethyl)pyrazolo[1,5-a]pyrimidine-3-carboxamide trifluoroacetate